methyl 4-[(2-aminoacetyl)amino]-3-methoxy-benzoate trifluoroacetic acid salt FC(C(=O)O)(F)F.NCC(=O)NC1=C(C=C(C(=O)OC)C=C1)OC